ClC1=C(C(=CC(=C1)Cl)O)B(O)O 2,4-DICHLORO-6-HYDROXYPHENYLBORONIC ACID